2-(3,5-Dichloro-4-((2-(cyclopropylmethyl)-1-oxo-1,2,3,4-tetrahydroisoquinolin-6-yl)Oxy)phenyl)-3,5-dioxo-2,3,4,5-tetrahydro-1,2,4-triazine-6-carbonitrile ClC=1C=C(C=C(C1OC=1C=C2CCN(C(C2=CC1)=O)CC1CC1)Cl)N1N=C(C(NC1=O)=O)C#N